N1=C(C(=CC=C1)O)C1=NC=CC=C1 bipyridol